4-(Tert-butyl)-N-(2-chloroethyl)benzenesulfonamide C(C)(C)(C)C1=CC=C(C=C1)S(=O)(=O)NCCCl